CN(C1=CC=C(C(=O)CC#N)C=C1)C 4-(dimethylamino)benzoyl-acetonitrile